4-(2-((1S,5R)-5-(trifluoromethyl)-3-(8-(trifluoromethyl)quinolin-5-yl)-3-azabicyclo[3.1.0]hexane-1-carbonyl)hydrazine-1-carbonyl)piperidine-1-carboxylate FC([C@]12CN(C[C@@]2(C1)C(=O)NNC(=O)C1CCN(CC1)C(=O)[O-])C1=C2C=CC=NC2=C(C=C1)C(F)(F)F)(F)F